1-(3-(3-fluorophenyl)-1-methyl-1H-indazol-6-yl)ethan-1-one FC=1C=C(C=CC1)C1=NN(C2=CC(=CC=C12)C(C)=O)C